FC1=C(C=CC(=C1)OC1=CC(=NC=C1)C=1C=NC(=CC1)C)NC1=NC=NC2=CC(=C(C=C12)NC1CCN(CC1)C(C=C)=O)OC 1-(4-((4-((2-fluoro-4-((6'-methyl-[2,3'-bipyridin]-4-yl)oxy)phenyl)amino)-7-methoxyquinazolin-6-yl)amino)piperidin-1-yl)prop-2-en-1-one